N1C2C(CC1C(=O)[O-])CCC2 3,3a,4,5,6,6a-hexahydro-2H-cyclopenta[b]pyrrole-2-carboxylate